O=CC(CCCCNC([O-])=O)NC([O-])=O 6-oxohexane-1,5-diylbis(carbamate)